ClC=1N=C(SC1C1CCCCC1)N1C([C@H]2N(CCN(C2)C#N)CC1)=O (S)-8-(4-chloro-5-cyclohexylthiazol-2-yl)-9-oxooctahydro-2H-pyrazino[1,2-a]pyrazine-2-carbonitrile